2-[3-(2-amino-6-{1-[2-(dimethylamino)acetyl]-1,2,3,6-tetrahydropyridin-4-yl}-7H-pyrrolo[2,3-d]pyrimidin-4-yl)-2-(hydroxymethyl)phenyl]-6-cyclopropyl-8-fluoroisoquinolin-1(2H)-one NC=1N=C(C2=C(N1)NC(=C2)C=2CCN(CC2)C(CN(C)C)=O)C=2C(=C(C=CC2)N2C(C1=C(C=C(C=C1C=C2)C2CC2)F)=O)CO